C(C1=CC=CC=C1)N1CC(C(CC1)C)N(C=1C2=C(N=CN1)N(C=C2)S(=O)(=O)C2=CC=C(C)C=C2)C (1-benzyl-4-methyl-piperidin-3-yl)-methyl-[7-(toluene-4-sulfonyl)-7H-pyrrolo[2,3-d]pyrimidin-4-yl]-amine